ethyldiethyl-amine acrylate C(C=C)(=O)O.C(C)N(CC)CC